6-Chloro-3-[(1R)-1-[3,6-dimethyl-2-(1-methyl-2-oxo-3,4-dihydroquinolin-6-yl)-4-oxo-chromen-8-yl]ethoxy]pyridine-2-carboxamide ClC1=CC=C(C(=N1)C(=O)N)O[C@H](C)C=1C=C(C=C2C(C(=C(OC12)C=1C=C2CCC(N(C2=CC1)C)=O)C)=O)C